ClC1=C(C(=CC=C1)C)C1=NOC(=C1CCl)C1CC1 3-(2-chloro-6-methylphenyl)-4-(chloromethyl)-5-cyclopropyl-1,2-oxazole